FC1=C(C=CC(=C1)OC(F)(F)F)NC(OC1=CC=CC=C1)=O phenyl (2-fluoro-4-(trifluoromethoxy) phenyl)carbamate